(fluoro(2-(((3S,6S,10aS)-3-(4-(5-fluoropyrimidin-4-yl)piperidine-1-carbonyl)-5-oxodecahydropyrrolo[1,2-a]azocin-6-yl)carbamoyl)benzo[b]thiophen-5-yl)methyl)phosphonic acid FC(C1=CC2=C(SC(=C2)C(N[C@H]2CCCC[C@@H]3N(C2=O)[C@@H](CC3)C(=O)N3CCC(CC3)C3=NC=NC=C3F)=O)C=C1)P(O)(O)=O